(R)-8-(7-methyl-8-(3-(trifluoromethyl)phenyl)imidazo[1,2-c]pyrimidin-5-yl)-8-azaspiro[4.5]decan-1-amine CC1=C(C=2N(C(=N1)N1CCC3(CCC[C@H]3N)CC1)C=CN2)C2=CC(=CC=C2)C(F)(F)F